ClC1=CC=C(C=C1)CN1C([C@H](CSC2=C1C=C(C(=C2)F)C#C[Si](C)(C)C)NC(OC(C)(C)C)=O)=O tert-butyl N-[(3R)-5-[(4-chlorophenyl)methyl]-8-fluoro-4-oxo-7-(2-trimethylsilylethynyl)-2,3-dihydro-1,5-benzothiazepin-3-yl]carbamate